NC1=C(C(=O)NC)C=C(C=C1Br)C(F)(F)F 2-amino-3-bromo-N-methyl-5-(trifluoromethyl)benzamide